C(CCC(=O)OCN1C(=NC2=C1C=CC=C2)C2=CC=C(C=C2)C(C)(C)C)(=O)OC(C)(C)C tert-butyl ((2-(4-(tert-butyl)phenyl)-1H-benzo[d]imidazol-1-yl)methyl) succinate